C(#N)CC1=CC=C(C=C1)NC(=O)C1C(CCC(C1)C)C(C)C N-(4-cyanomethylphenyl)-2-isopropyl-5-methylcyclohexane-carboxamide